CC=1C=2N(C=CC1OC(CC)=O)C(=NN2)C(F)(F)F (8-methyl-3-(trifluoromethyl)-[1,2,4]triazolo[4,3-a]pyridin-7-yl)propanoate